C(#N)C1=CC=C(CCN2N(CCC2=O)CCC(O)C=2C=C(C=CC2)C2=C(C=C(C=C2)C(=O)N)C)C=C1 3'-(3-(2-(4-cyanophenethyl)-3-oxopyrazolidin-1-yl)-1-hydroxypropyl)-2-methyl-[1,1'-biphenyl]-4-carboxamide